C(C1=CC=CC=C1)(=O)OC(C)C(C(C)OC(C1=CC=CC=C1)=O)CCCC 3-n-butyl-2,4-pentanediol dibenzoate